(1s,4s)-cyclohexane-1,4-diol C1CC(CCC1O)O